FC(C1=NC(=NC=C1)C(=O)Cl)(F)F 4-(trifluoromethyl)pyrimidine-2-carbonyl chloride